N-(5-(1-(2-acryloyl-2-azabicyclo[2.2.1]heptan-6-yl)-1H-1,2,3-triazol-4-yl)pyridin-2-yl)-6-(4-methyl-1H-pyrazol-5-yl)picolinamide C(C=C)(=O)N1C2C(CC(C1)C2)N2N=NC(=C2)C=2C=CC(=NC2)NC(C2=NC(=CC=C2)C2=C(C=NN2)C)=O